OC1CCC(C=C1)C(C)(C)C1=CC=C(C=C1)O tetrahydrobisphenol A